[K].O=C[C@H](O)[C@@H](O)[C@H](O)CO xylose potassium